2-(3,5-dichloro-4-[[6-oxo-5-(sec-butyl)-1H-pyridazin-3-yl]oxy]phenyl)-3,5-dioxo-4H-1,2,4-triazine-6-carbonitrile ClC=1C=C(C=C(C1OC1=NNC(C(=C1)C(C)CC)=O)Cl)N1N=C(C(NC1=O)=O)C#N